CN1N=CC(=C1)C1=NN2C(=NC=3C=CC=CC3C2=N1)[C@@](N)(CO)C(=O)N 2-[2-(1-methyl-1H-pyrazol-4-yl)[1,2,4]triazolo[1,5-c]quinazolin-5-yl]-D-serinamide